N-(1,6-dimethyl-9H-xanthen-9-yl)-2-oxo-5-phenethyl-6-(trifluoromethyl)-1,2-dihydropyridine-3-carboxamide CC1=CC=CC=2OC3=CC(=CC=C3C(C12)NC(=O)C=1C(NC(=C(C1)CCC1=CC=CC=C1)C(F)(F)F)=O)C